2-(((1R)-1-(2-cyano-3-(2,3-dimethyl-morpholino)-7-methylquinoxalin-5-yl)ethyl)amino)benzoic acid C(#N)C1=NC2=CC(=CC(=C2N=C1N1C(C(OCC1)C)C)[C@@H](C)NC1=C(C(=O)O)C=CC=C1)C